C(=C)C1=NC(=NC(=N1)N)N 2-vinyl-4,6-diaminosym-triazine